CN1C(N(C=2N=CN(C2C1=O)CC(=O)NC1=CC=C(C=C1)C=1N=NN(C1)C1=CC(=CC=C1)OC)C)=O 2-(1,3-dimethyl-2,6-dioxo-1,2,3,6-tetrahydropurin-7-yl)-N-{4-[1-(3-methoxyphenyl)-1H-[1,2,3]triazol-4-yl]phenyl}acetamide